1-tridecanoyl-sn-glycero-3-phosphoethanolamine C(CCCCCCCCCCCC)(=O)OC[C@@H](O)COP(=O)(O)OCCN